2-bromo-5-chloro-4-(trifluoromethyl)aniline BrC1=C(N)C=C(C(=C1)C(F)(F)F)Cl